OC1=CC=C(C=C1)SCCCCCCCC octyl (4-hydroxyphenyl) sulfide